Cl.NCCCOCCCCOCCCNC(C(=O)C1N(C(CC1)=O)CC1=CC=CC=C1)=O N-{3-[4-(3-Aminopropoxy)butoxy]propyl}-2-(1-benzyl-5-oxopyrrolidin-2-yl)-2-oxoacetamide Hydrochloride